BrC1=CC=CC=2NC(=NC21)C(F)(F)F 4-bromo-2-(trifluoromethyl)-1H-benzo[d]imidazole